4,7-dioxadecanedioic acid C(CCOCCOCCC(=O)O)(=O)O